C(C)N1CC(C1)N1N=CC(=C1)N1C=C(C(C2=CC=CC=C12)=O)C(=O)O 1-[1-(1-ethylazetidin-3-yl)pyrazol-4-yl]-4-oxoquinoline-3-carboxylic acid